5-(5-((4S,5R)-4-amino-3,3-dimethyl-2-oxo-5-phenylpyrrolidin-1-yl)-1H-indazol-1-yl)-1-methylpyridin-2(1H)-one N[C@H]1C(C(N([C@@H]1C1=CC=CC=C1)C=1C=C2C=NN(C2=CC1)C=1C=CC(N(C1)C)=O)=O)(C)C